BrC1=CC(=CC=2CCC12)O 5-bromobicyclo[4.2.0]oct-1(6),2,4-trien-3-ol